5-{7-[(4,4-difluorobutyl)amino]-1-fluoro-3-hydroxynaphthalen-2-yl}-1λ6,2,5-thiadiazolidine-1,1,3-trione FC(CCCNC1=CC=C2C=C(C(=C(C2=C1)F)N1CC(NS1(=O)=O)=O)O)F